1,2,3-tris(6'-mercaptohexylthio)propane SCCCCCCSCC(CSCCCCCCS)SCCCCCCS